C(C)OC(=O)C=1C(=NC(=NC1)N1CC(N(CC1)C(=O)C1=CC=C2C(=N1)C(CN2C2=CC(=C(C=C2)Cl)F)(C)C)(C)C)C 2-(4-(1-(4-chloro-3-fluorophenyl)-3,3-dimethyl-2,3-dihydro-1H-pyrrolo[3,2-b]pyridine-5-carbonyl)-3,3-dimethylpiperazin-1-yl)-4-methylpyrimidine-5-carboxylic acid ethyl ester